2,2-difluoro-4-(4-keto-3-phenyl-4H-benzopyran-2-yl)butyric acid methyl ester COC(C(CCC=1OC2=C(C(C1C1=CC=CC=C1)=O)C=CC=C2)(F)F)=O